3-((2,5-dihydroxy-4-sulfophenylmethylamino)methyl)-2,5-dihydroxybenzoic acid OC1=C(C=C(C(=C1)S(=O)(=O)O)O)CNCC=1C(=C(C(=O)O)C=C(C1)O)O